4-(2-aminopropionylamino)benzoic acid (S)-methyl ester COC(C1=CC=C(C=C1)NC(C(C)N)=O)=O